C(C)(C)(C)OC(=O)NC(C)(C)C=1N=C(C(=NC1)C1CC(C1)C(=O)OCC)C ethyl 3-(5-(2-((tert-butoxycarbonyl)amino)propan-2-yl)-3-methylpyrazin-2-yl)cyclobutane-1-carboxylate